ClC1=CC=C2C(=CC(=NC2=C1Cl)N1CC(CCC1)O)N1C=NC=C1 1-(7,8-Dichloro-4-(1H-imidazol-1-yl)quinolin-2-yl)piperidin-3-ol